N-((2R,3R)-3-(cyclohexylmethoxy)-1-oxo-1-(piperidin-1-yl)butan-2-yl)-2-((S)-2,2-dimethylcyclopropanecarbonyl)-2,6-diazaspiro[3.4]octane-8-carboxamide C1(CCCCC1)CO[C@@H]([C@H](C(N1CCCCC1)=O)NC(=O)C1CNCC12CN(C2)C(=O)[C@@H]2C(C2)(C)C)C